calcium rhenate [Re](=O)(=O)([O-])[O-].[Ca+2]